(2S)-9-((2-chloro-4-phenoxyphenyl)(hydroxy)methyl)-4-(2-Methoxyethyl)-2-(methoxymethyl)-2-methyl-1,2,4,7-tetrahydro-3H-pyrrolo[3',2':5,6]Pyrido[3,4-b]pyrazin-3-one ClC1=C(C=CC(=C1)OC1=CC=CC=C1)C(C1=CNC2=C1C1=C(N(C([C@](N1)(C)COC)=O)CCOC)C=N2)O